C(CCC)OC=1C=C(C=CC1)C1=CC(=C(C=C1)C(C)=O)OC 1-(3'-butoxy-3-methoxy-[1,1'-biphenyl]-4-yl)ethan-1-one